1-[2-(1H-imidazol-1-yl)ethyl]piperazine N1(C=NC=C1)CCN1CCNCC1